methyl-2-(1-(5-fluoropyrimidin-2-yl)pyrrolidin-3-yl)-2-methylpropanoic acid CCC(C(=O)O)(C)C1CN(CC1)C1=NC=C(C=N1)F